tert-butyl (S)-3-(((5-cyano-2-cyclopropylpyrimidin-4-yl)oxy)methyl)pyrrolidine-1-carboxylate C(#N)C=1C(=NC(=NC1)C1CC1)OC[C@@H]1CN(CC1)C(=O)OC(C)(C)C